N-(2-(4-methylpiperazin-1-yl)pyridin-4-yl)-5-(quinoxalin-6-yl)-7H-pyrrolo[2,3-d]pyrimidin-2-amine CN1CCN(CC1)C1=NC=CC(=C1)NC=1N=CC2=C(N1)NC=C2C=2C=C1N=CC=NC1=CC2